6-[5-ethylsulfonyl-1-methyl-2-(2,2,2-trifluoroethoxy)imidazol-4-yl]-2,2-difluoro-5H-[1,3]dioxolo[4,5-f]isoindol-7-one C(C)S(=O)(=O)C1=C(N=C(N1C)OCC(F)(F)F)N1CC=2C=C3C(=CC2C1=O)OC(O3)(F)F